Cl.NC=1SC2=C(N1)C=1C=C(C(=CC1C2)C=2N=NC(=CC2)N(C2CC(NC(C2)(C)C)(C)C)C)O 2-amino-6-(6-(methyl-(2,2,6,6-tetramethylpiperidin-4-yl)amino)pyridazin-3-yl)-8H-indeno[1,2-d]thiazol-5-ol hydrochloride salt